Cl.N1C[C@H](CC1)NC=1C=2C=CC=NC2C(=CN1)C1=NC=C(C=C1)C(F)(F)F (S)-N-(pyrrolidin-3-yl)-8-(5-(trifluoromethyl)pyridin-2-yl)-1,6-naphthyridin-5-amine hydrochloride